7-{6-(difluoromethyl)-3-[1-(2,2-dimethylpropyl)-1H-pyrazol-4-yl]pyridin-2-yl}imidazo[1,2-a]pyridine FC(C1=CC=C(C(=N1)C1=CC=2N(C=C1)C=CN2)C=2C=NN(C2)CC(C)(C)C)F